BrC1=CC2=C(OC[C@@H](C(N2C)=O)NC(=O)N2N=CC(=C2)CC2=NC=CC=N2)C=C1 (S)-N-(7-bromo-5-methyl-4-oxo-2,3,4,5-tetrahydrobenzo[b][1,4]oxazepin-3-yl)-4-(pyrimidin-2-ylmethyl)-1H-pyrazole-1-carboxamide